3-trifluoromethyl-oxoindole FC(C=1C(N=C2C=CC=CC12)=O)(F)F